ClC=1C=CC=C2C=CC=C(C12)C1CC=2N=C(N=C(C2CO1)N1C[C@@H](N(CC1)C(=O)OC(C)(C)C)CC#N)N1CCC(CC1)N(CC)CC tert-butyl (2S)-4-(7-(8-chloronaphthalen-1-yl)-2-(4-(diethylamino)-piperidin-1-yl)-7,8-dihydro-5H-pyrano[4,3-d]pyrimidin-4-yl)-2-(cyanomethyl)piperazine-1-carboxylate